C(C)OC=1C=C(CCCCCCCCC(=O)[NH-])C=CC1OC N-(3-ethoxy-4-methoxybenzyl)octanoyl-amide